5-(thiophen-2-yl)-2H-tetrazol S1C(=CC=C1)C=1N=NNN1